FC1=CC=CC(=N1)NC1=C(C(=O)NOC)C(=CC=N1)NC1=C(C=CC=C1)OC1COC1 ((6-fluoropyridin-2-yl)amino)-N-methoxy-4-((2-(oxetan-3-yloxy)phenyl)amino)nicotinamide